FC(C(=O)O)(F)F.COCCOC[C@@H]1CCNCCO1 (S)-7-((2-methoxyethoxy)methyl)-1,4-oxazepane trifluoroacetate